O1C2=C(C=C1)C(C1CCC2C1)=O 5,6,7,8-tetrahydro-4H-5,8-methanocyclohepta[b]furan-4-one